1-(6Z,9Z,12Z-octadecatrienoyl)-2-(9Z,12Z,15Z-octadecatrienoyl)-glycero-3-phospho-(1'-sn-glycerol) CCCCC/C=C\C/C=C\C/C=C\CCCCC(=O)OC[C@H](COP(=O)(O)OC[C@H](CO)O)OC(=O)CCCCCCC/C=C\C/C=C\C/C=C\CC